2-(5-(Hydroxymethyl)-2-(methylsulfonyl)phenyl)-7,8-dihydro-4H-[1,4]dioxino[2',3':4,5]benzo[1,2-d][1,3]oxazin-4-one OCC=1C=CC(=C(C1)C=1OC(C2=C(N1)C=C1C(=C2)OCCO1)=O)S(=O)(=O)C